2-(1-acryloyl-4-(8-chloro-4-(3-(dimethylamino)azetidin-1-yl)-6-fluoro-7-(isoquinolin-8-yl)-1H-imidazo[4,5-c]quinolin-1-yl)piperidin-2-yl)acetonitrile C(C=C)(=O)N1C(CC(CC1)N1C=NC=2C(=NC=3C(=C(C(=CC3C21)Cl)C=2C=CC=C1C=CN=CC21)F)N2CC(C2)N(C)C)CC#N